C1(CCC(N1C(C(=O)[O-])CCCCN1C(C=CC1=O)=O)=O)=O succinimidyl-(epsilon-maleimido)caproate